O1C(C=CCC1)=O Pyran-2(5H)-one